[O-2].[La+3].[Ni+2].[Ag+].[O-2].[O-2] silver-nickel-lanthanum oxide